NC1CCN(CC1)C1=CC(=C(C(=N1)C1=CC(=C(C#N)C=C1)F)C1=CC(=C(C=C1)OC)F)O 4-(6-(4-Aminopiperidin-1-yl)-3-(3-fluoro-4-methoxyphenyl)-4-hydroxypyridin-2-yl)-2-fluorobenzonitrile